FC1=CN(C=2N=C(N=CC21)NC=2C=C1C=C(N(C1=CC2)C(C)C)C2CCNCC2)C2=CC=CC(=N2)C(C)(C)O 2-(6-(5-fluoro-2-((1-(1-isopropyl)(piperidin-4-yl)-1H-indol-5-yl)amino)-7H-pyrrolo[2,3-d]pyrimidin-7-yl)pyridin-2-yl)propan-2-ol